C1(=CC=CC=C1)C1=NC(=CC(=C1)C=1C=CC=C(C#N)C1)C1=CC=CC=C1 5-(2,6-diphenylpyridin-4-yl)benzonitrile